5-bromo-4-(furan-2-yl)pyrimidin-2-amine BrC=1C(=NC(=NC1)N)C=1OC=CC1